OC=1C=C(COC2=C(C#N)C=CC=C2)C=CC1 ((3-hydroxybenzyl)oxy)benzonitrile